FC1=CC=C(C=C1)C=1N(C(=CN1)C(F)(F)F)CC1=C(C=CC=C1)OC 2-(4-fluorophenyl)-1-(2-methoxybenzyl)-5-(trifluoromethyl)-1H-imidazole